tert-butyl 4-[[2-[6-(methoxymethoxy)-2,7-dimethyl-indazol-5-yl]-4-methyl-pyrimidine-5-carbonyl]amino]-2,6-dimethyl-piperidine-1-carboxylate COCOC=1C(=CC2=CN(N=C2C1C)C)C1=NC=C(C(=N1)C)C(=O)NC1CC(N(C(C1)C)C(=O)OC(C)(C)C)C